CC1=C(C=NC=2OCCN(C21)C(=O)OC(C)(C)C)N2CC=1N=C(N=CC1CC2)NC2=CC(=C(C=C2)[N+](=O)[O-])C tert-butyl 8-methyl-7-{2-[(3-methyl-4-nitrophenyl)amino]-5H,6H,7H,8H-pyrido[3,4-d]pyrimidin-7-yl}-1H,2H,3H-pyrido[2,3-b][1,4]oxazine-1-carboxylate